Br.BrCCN1CCOCC1 4-(2-bromoethyl)morpholine HBr